propionitrile tartrate C(=O)(O)C(O)C(O)C(=O)O.C(CC)#N